CS(=O)(=O)NC1C2C(N(C1)C(=O)[O-])COC2 3-(methyl sulfonamido)hexahydro-1H-furo[3,4-b]pyrrole-1-carboxylate